5-nitrobenzo[d]isothiazole [N+](=O)([O-])C=1C=CC2=C(C=NS2)C1